Nitronium O=[N+]=O